1-(Perfluorofluorooctyl)propane-2,3-diol FC(C(C(C(C(C(C(C(F)(F)F)(F)F)(F)F)(F)F)(F)F)(F)F)(F)F)(CC(CO)O)F